ethyl 2-(4-(acetamidomethyl)-2-((7-(3-(aminomethyl)phenyl)benzofuran-5-yl)methoxy)phenyl)acetate C(C)(=O)NCC1=CC(=C(C=C1)CC(=O)OCC)OCC=1C=C(C2=C(C=CO2)C1)C1=CC(=CC=C1)CN